methyl 6-(4-(tert-butyl) phenyl)-2-methyl-5-nitronicotinate C(C)(C)(C)C1=CC=C(C=C1)C1=NC(=C(C(=O)OC)C=C1[N+](=O)[O-])C